N-({5-[5-(difluoromethyl)-1,3,4-oxadiazol-2-yl]-1,3-thiazol-2-yl}methyl)-N-(5-fluoropyridin-2-yl)methanesulfonamide FC(C1=NN=C(O1)C1=CN=C(S1)CN(S(=O)(=O)C)C1=NC=C(C=C1)F)F